C(C)(C)(C)OC(=O)N1CC(OCC1C1=CC=C(C=C1)Br)(C)C 5-(4-bromophenyl)-2,2-dimethylmorpholine-4-carboxylic acid tert-butyl ester